ClC=1C=C(N(C(NCC=2C=C3CN(C(C3=CC2)=O)C2C(NC(CC2)=O)=O)=O)CC(C(=O)OC(C)(C)C)=C)C=CC1C tert-butyl 2-[[3-chloro-N-[[2-(2,6-dioxo-3-piperidyl)-1-oxo-isoindolin-5-yl]methylcarbamoyl]-4-methyl-anilino]methyl]prop-2-enoate